COC=1C=C(CN2CCOC3=C(C2=O)C=C(C=C3C3=C(C=C(C=C3)F)C)CNC3=NOC=C3C)C=C(C1)OC 4-(3,5-Dimethoxybenzyl)-9-(4-fluoro-2-methylphenyl)-7-(((4-methylisoxazol-3-yl)amino)methyl)-3,4-dihydrobenzo[f][1,4]oxazepin-5(2H)-one